dipalmitoyl-biotin C(CCCCCCCCCCCCCCC)(=O)N1C(N([C@H]2CS[C@@H](CCCCC(O)=O)[C@@H]12)C(CCCCCCCCCCCCCCC)=O)=O